5-bromo-7-methyl-2,3-dihydro-1H-inden-1-one BrC=1C=C2CCC(C2=C(C1)C)=O